2-(1-methyl-1H-benzo[d]imidazole-5-carboxamido)-3-(4-(3-(5,6,7,8-tetrahydro-1,8-naphthyridin-2-yl)propoxy)phenyl)propanoic acid CN1C=NC2=C1C=CC(=C2)C(=O)NC(C(=O)O)CC2=CC=C(C=C2)OCCCC2=NC=1NCCCC1C=C2